C(CCCCC)C=1OC2=C(C1)C=C(C=C2)C(=O)O 2-hexyl-benzofuran-5-formic acid